bis(2,3,4,5,6-pentafluorophenyl)-phenylborane FC1=C(C(=C(C(=C1F)F)F)F)B(C1=CC=CC=C1)C1=C(C(=C(C(=C1F)F)F)F)F